C1(=CC=C(C=C1)NNC1=CC=C(C=2C(C3=CC=CC=C3C(C12)=O)=O)NNC1=CC=C(C=C1)C)C 1,4-di-p-toluidinoaminoanthraquinone